(S)-2-(3,5-difluorophenyl)-1-(4-((5R,7R)-7-hydroxy-5-methyl-6,7-dihydro-5H-cyclopenta[d]pyrimidin-4-yl)piperazin-1-yl)-3-(isopropylamino)propan-1-one FC=1C=C(C=C(C1)F)[C@H](C(=O)N1CCN(CC1)C=1C2=C(N=CN1)[C@@H](C[C@H]2C)O)CNC(C)C